COC(C(C1=C(C=CC=C1)Cl)Br)=O 2-bromo-2-(2-chlorophenyl)acetic acid methyl ester